3,5-di-tert-butyl-4-hydroxy-benzylphosphate C(C)(C)(C)C=1C=C(COP(=O)([O-])[O-])C=C(C1O)C(C)(C)C